Cl.N[C@@H](C(=O)N[C@@H](C(=O)N)CC(C)C)CC1=CC=CC=C1 (2R)-2-[[(2R)-2-amino-3-phenyl-propionyl]amino]-4-methyl-pentanoamide hydrochloride